FC1=CC(=C(C=C1N1C(C2=CC=CC=C2C1)=O)SSC=1C=C(C(=CC1C)F)N1C(C2=CC=CC=C2C1)=O)C 2,2'-(dithiobis(6-fluoro-4-methyl-3,1-phenylene))bis(isoindol-1-one)